1-heptadecyl-2-octadecylbenzimidazolium tetrakis(pentafluorophenyl)borate FC1=C(C(=C(C(=C1[B-](C1=C(C(=C(C(=C1F)F)F)F)F)(C1=C(C(=C(C(=C1F)F)F)F)F)C1=C(C(=C(C(=C1F)F)F)F)F)F)F)F)F.C(CCCCCCCCCCCCCCCC)[N+]1=C(NC2=C1C=CC=C2)CCCCCCCCCCCCCCCCCC